S(=O)(=O)([O-])[O-].C(CCCCCCCCCCCCCCCCC)[N+](C)(CC)CC.C(CCCCCCCCCCCCCCCCC)[N+](CC)(CC)C octadecyldiethylmethylammonium sulfate